C(C)OC(N(C(C)C)C=1C(=NC=CC1OC1=C(C=C(C=C1)NC(=O)C=1C=NN(C1CC)C1=CC=CC=C1)F)N)=O Ethyl(2-amino-4-(4-(5-ethyl-1-phenyl-1H-pyrazole-4-carboxamido)-2-fluorophenoxy)pyridin-3-yl)(isopropyl)carbamate